C(C)(C)(C)C=1C(=C(C2=CC=CC=C2C1)S(=O)(=O)O)C(C)(C)C di-(tert-butyl)naphthalenesulfonic acid